(S)-N-(4-Cyano-3-(trifluoromethyl)phenyl)-3-(3-fluoro-1H-pyrrol-1-yl)-2-hydroxy-2-methylpropanamide C(#N)C1=C(C=C(C=C1)NC([C@@](CN1C=C(C=C1)F)(C)O)=O)C(F)(F)F